2-benzimidazolepropionic acid N1=C(NC2=C1C=CC=C2)CCC(=O)O